CC1=CNC2=NC=C(C=C21)C=2C=C1CCN(CC1=C(C2)[C@H]2N(CCC2)C(=O)[O-])C(=O)C2=NC=NC=C2 (S)-2-(6-(3-methyl-1H-pyrrolo[2,3-b]pyridin-5-yl)-2-(pyrimidine-4-carbonyl)-1,2,3,4-tetrahydroisoquinolin-8-yl)pyrrolidine-1-carboxylate